bis-fluoropyrrole FC1=C(NC=C1)F